2-benzyloxy-5-nitro-N-(1-(3-(thiazol-2-yl)phenyl)ethyl)benzamide C(C1=CC=CC=C1)OC1=C(C(=O)NC(C)C2=CC(=CC=C2)C=2SC=CN2)C=C(C=C1)[N+](=O)[O-]